acetic acid 1-((6-(1-(2,6-dichlorophenyl) azetidin-3-yl) pyridin-3-yl) methyl)-3-methyl-azetidin-3-yl ester ClC1=C(C(=CC=C1)Cl)N1CC(C1)C1=CC=C(C=N1)CN1CC(C1)(C)OC(C)=O